C(C)C(COC1=CC2=CC=CC=C2C=C1)=C=CC1=CC=C(C=C1)C(F)(F)F 2-((2-ethyl-4-(4-(trifluoromethyl)phenyl)but-2,3-dien-1-yl)oxy)naphthalene